ClC=1C=C(C=CC1F)NC1=NC=NC2=CC(=C(C=C12)NC(\C=C\CN1CCC(CC1)NC(CCCNC1=C2C(N(C(C2=CC=C1)=O)C1C(NC(CC1)=O)=O)=O)=O)=O)OC (E)-N-(4-((3-chloro-4-fluorophenyl)amino)-7-methoxyquinazolin-6-yl)-4-(4-(4-((2-(2,6-dioxopiperidin-3-yl)-1,3-dioxoisoindolin-4-yl)amino)butanamido)piperidin-1-yl)but-2-enamide